C(CCCCC)OC(CCC(C)C)=O isocaproic acid hexyl ester